BrC=1C=C(C=C(C1OC)F)C1(COC1)C 3-(3-bromo-5-fluoro-4-methoxyphenyl)-3-methyloxetane